COC(C[C@@H](CO[Si](C1=CC=CC=C1)(C1=CC=CC=C1)C(C)(C)C)OCC=C)=O (S)-3-(allyloxy)-4-((tert-butyldiphenylsilyl)oxy)butanoic acid methyl ester